diethyl (1-(2-methoxyphenyl)-3,5-dimethyl-1H-pyrazole-4-carbonyl)-L-valyl-D-glutamate COC1=C(C=CC=C1)N1N=C(C(=C1C)C(=O)N[C@@H](C(C)C)C(=O)N[C@H](CCC(=O)OCC)C(=O)OCC)C